The molecule is a phenolate anion that results from the removal of a proton from the hydroxy group at position 7 of 5-hydroxypseudobaptigenin. It is a conjugate base of a 5-hydroxypseudobaptigenin. C1OC2=C(O1)C=C(C=C2)C3=COC4=CC(=CC(=C4C3=O)[O-])O